dibenzo-borol C1=CC=CC=2BC3=C(C21)C=CC=C3